C(C)(C)(C)OC(=O)N1CCN(CC1)CCCCCNC1=C2CN(C(C2=CC=C1)=O)C1C(NC(CC1)=O)=O.C(C(=C)C)(=O)OCCN(C(=O)OCC)C1=CC=CC=C1 2-methacryloxyethyl-phenyl-urethane tert-butyl-4-(5-((2-(2,6-dioxopiperidin-3-yl)-1-oxoisoindolin-4-yl)amino)pentyl)piperazine-1-carboxylate